5-bromo-3-(ethanesulfonyl)-2-[7-methyl-3-(1,1,2,2,2-pentafluoroethyl)imidazo[4,5-c]pyridazin-6-yl]pyridine BrC=1C=C(C(=NC1)C1=NC2=C(N=NC(=C2)C(C(F)(F)F)(F)F)N1C)S(=O)(=O)CC